1-((1S,4S)-4-(Isobutylamino)cyclohexyl)-5-(8-methoxy-[1,2,4]triazolo[1,5-a]pyridin-6-yl)-6-methyl-1,3-dihydro-2H-benzo[d]imidazol-2-on C(C(C)C)NC1CCC(CC1)N1C(NC2=C1C=C(C(=C2)C=2C=C(C=1N(C2)N=CN1)OC)C)=O